FC1=C(OC2=CC=CC=C2OC2=C(C=CC=C2)/C(/C(=O)OC)=C\OC)C=CC=C1 methyl (E)-2-[2-[6-(2-fluorophenoxy) phenoxy] phenyl]-3-methoxyacrylate